3-amino-3-({1-ethoxy-3-[(2-methylcyclohexyl)oxy]-1,3-dioxopropan-2-yl}carbamoyl)propanoic acid NC(CC(=O)O)C(NC(C(=O)OCC)C(=O)OC1C(CCCC1)C)=O